C12C(C(C(C=C1)C2)C(=O)OCC(C)C)C(=O)OCC(C)C diisobutyl bicyclo[2.2.1]hept-5-ene-2,3-dicarboxylate